2-butylhexadecane C(CCC)C(C)CCCCCCCCCCCCCC